FC1=C2C(=NC(N(C2=CC=C1)C([2H])([2H])[2H])=O)N1CCCCC2=C1C=CC=C2C#CC(C)(C)O 5-fluoro-4-[6-(3-hydroxy-3-methyl-but-1-ynyl)-2,3,4,5-tetrahydro-1-benzazepin-1-yl]-1-(trideuteriomethyl)quinazolin-2-one